CN1C(=NN=C1)C1(CC2(C1)OCCO2)C=2C=C(C=CC2)N2C(C1=CC(=CC(=C1C2)C(F)(F)F)CNC2(CCC2)C)=O 2-(3-(2-(4-methyl-4H-1,2,4-triazol-3-yl)-5,8-dioxaspiro[3.4]oct-2-yl)phenyl)-6-(((1-methylcyclobutyl)amino)methyl)-4-(trifluoromethyl)isoindolin-1-one